2-n-octylimidazole C(CCCCCCC)C=1NC=CN1